3-(3-(dimethylphosphoryl)-1-methyl-1H-indol-5-yl)-5,6,7,8-tetrahydrobenzo[4,5]thieno[2,3-d]pyrimidine-2,4(1H,3H)-dione CP(=O)(C)C1=CN(C2=CC=C(C=C12)N1C(NC2=C(C1=O)C1=C(S2)CCCC1)=O)C